C(OCC1=C(C=CC=C1)OC)([O-])=O 2-methoxyphenylmethyl carbonate